CC(C#CO)CCC methyl-hexynol